ClC(CCCCCCCCCCCCCCC)OC(CC)=O.[I-].C(CCCCC)OC=1C(=NSN1)C1=CCC[N+](C1)(C(CCCCCCCCCCCCCCC)OC(CC)=O)C 5-(4-(hexyloxy)-1,2,5-thiadiazol-3-yl)-1-methyl-1-(1-(propionyloxy)hexadecyl)-1,2,3,6-tetrahydropyridin-1-ium iodide 1-Chlorohexadecyl-propanoate